(8-chloro-4,5-dihydrobenzo[b]thieno[3,2-d]oxepin-9-yl)methanol ClC=1C(=CC2=C(OCCC3=C2C=CS3)C1)CO